O[C@@H](CN1N=C(C=C1)S(=O)[O-])C.[Na+] sodium (R)-1-(2-hydroxypropyl)-1H-pyrazole-3-sulfinate